benzyl (S)-(3-bromo-1-cyclohexyl-2-oxopropyl)carbamate BrCC([C@H](C1CCCCC1)NC(OCC1=CC=CC=C1)=O)=O